CN1N=CC(=C1C1=NC(=NC=C1F)N1CCC(CC1)C(=O)N(O)CC1=C(C=NC=C1)F)C 1-(4-(1,4-dimethyl-1H-pyrazol-5-yl)-5-fluoropyrimidin-2-yl)-N-((3-fluoropyridin-4-yl)methyl)-N-hydroxypiperidine-4-carboxamide